((5-(2,6-difluorophenyl)pyridin-2-yl)methyl)-1,3-dimethoxypropan-2-amine FC1=C(C(=CC=C1)F)C=1C=CC(=NC1)CC(C(COC)N)OC